2-(4-chlorobenzyl)-6-(2,3-dihydrobenzofuran-5-yl)pyridazin-3(2H)-one ClC1=CC=C(CN2N=C(C=CC2=O)C=2C=CC3=C(CCO3)C2)C=C1